O1N=CCC=CC1 4,7-dihydro-1,2-oxazepine